ClC1=CC=C(C=CC2OCCC2)C=C1 2-(4-chlorostyryl)tetrahydrofuran